tert-butyl (4R)-4-(3-(2-((6-((tert-butoxycarbonyl)amino)-9H-purin-9-yl)methyl)-3,4-dichloro phenoxy)propyl)-1,2,3-oxathiazolidine-3-carboxylate 2-oxide C(C)(C)(C)OC(=O)NC1=C2N=CN(C2=NC=N1)CC1=C(OCCC[C@H]2N(S(OC2)=O)C(=O)OC(C)(C)C)C=CC(=C1Cl)Cl